C(C1=CC=CC=C1)OCC1=CC(=C(C=C1)NC(C1=CC(=CC=C1)C1=NC(=C(N=C1)Cl)NS(=O)(=O)C)=O)F.[O].[Cr].[Ni] nickel-chromium oxygen N-(4-((benzyloxy)methyl)-2-fluorophenyl)-3-(5-chloro-6-(methylsulfonamido)pyrazin-2-yl)benzamide